{2,3,5,6-tetrabromo-4-(hydroxymethyl)phenyl}methanol BrC1=C(C(=C(C(=C1Br)CO)Br)Br)CO